FC=1C=C(C=C(C1N1CCCCC1)F)NC1=CC=C(CNC(=O)[C@@H]2N(CCC2)C(=O)OC(C)(C)C)C=C1 tert-butyl (R)-2-((4-((3,5-difluoro-4-(piperidin-1-yl)phenyl)amino)benzyl)carbamoyl)pyrrolidine-1-carboxylate